C(#C)C=1C=C2C(OC(C2=CC1)=O)=O 5-ethynyl-isobenzofuran-1,3-dione